(3R,4R)-4-((S)-5H-imidazo[5,1-a]isoindol-5-yl)-1-methylpiperidin-3-ol C=1N=CN2C1C1=CC=CC=C1[C@@H]2[C@@H]2[C@H](CN(CC2)C)O